BrC1=CC=C2C=C(NC2=C1)C(=O)NC=1C=NC=CC1 6-bromo-N-(pyridine-3-Yl)-1H-indole-2-carboxamide